N-(azepan-4-yl)-3-[3-(trifluoromethyl)phenyl]imidazole N1CCC(CCC1)N1CN(C=C1)C1=CC(=CC=C1)C(F)(F)F